Cl.Cl.N1(CCC1)CC1(CC1)N 1-(azetidin-1-ylmethyl)cyclopropan-1-amine dihydrochloride